1-methyl-7-[4-(4-methylpiperazin-1-yl)anilino]-3-(3-phenyl-4-piperidyl)-4H-pyrimido[4,5-d]pyrimidin-2-one CN1C(N(CC=2C1=NC(=NC2)NC2=CC=C(C=C2)N2CCN(CC2)C)C2C(CNCC2)C2=CC=CC=C2)=O